1-p-menthanyl acetate C(C)(=O)OC1(CCC(CC1)C(C)C)C